Cl.OC1(CCN(CC1)C(C[C@@H](C)C1=CC=CC=C1)=O)CN1C=NC(=CC1=O)N1CCC2(CCNC2)CC1 (R)-3-((4-Hydroxy-1-(3-phenylbutanoyl)piperidin-4-yl)methyl)-6-(2,8-diazaspiro[4.5]decan-8-yl)pyrimidin-4(3H)-one hydrochloride